N1(CCCC1)C1=CC=NC=C1 4-(pyrrolidin-1-yl)-pyridine